4,6-dichloro-2-(2,2-dimethylpyrrolidin-1-yl)nicotinic acid ClC1=CC(=NC(=C1C(=O)O)N1C(CCC1)(C)C)Cl